ClC1=C(C(=O)NC(CCO)C2=CC=CC=C2)C=CN=C1 chloro-N-(3-hydroxy-1-phenylpropyl)isonicotinamide